(S)-(2-chloro-5-(3,5-dimethyl-2,6-dioxo-4-thioxo-1,3,5-triazin-1-yl)-4-fluorobenzoyl)isoleucine ethyl ester C(C)OC([C@@H](NC(C1=C(C=C(C(=C1)N1C(N(C(N(C1=O)C)=S)C)=O)F)Cl)=O)[C@@H](C)CC)=O